ClC=1C(=C(NC=2C3=C(N=CN2)C=CC(=N3)C3CC2(CCN2C(=O)OC(C)(C)C)C3)C=CC1Cl)F tert-butyl 6-[4-(3,4-dichloro-2-fluoro-anilino)pyrido[3,2-d]pyrimidin-6-yl]-1-azaspiro[3.3]heptane-1-carboxylate